tert-butyl-(6-(1-(4-methyl-1-trityl-1H-imidazol-5-yl)ethyl)pyridin-3-yl)carbamate C(C)(C)(C)OC(NC=1C=NC(=CC1)C(C)C1=C(N=CN1C(C1=CC=CC=C1)(C1=CC=CC=C1)C1=CC=CC=C1)C)=O